BrC1=CC=C(CCN2CCC(CC2)NC(OC(C)(C)C)=O)C=C1 tert-butyl (1-(4-bromophenethyl)piperidin-4-yl)carbamate